C(C)(C)(C)OC(=O)N(C1=NC=CC(=C1)C=1OC=C(N1)C(=O)NC=1C(=NN(C1)C)C=1C=C(C=NC1)C(=O)OC(=O)OC(C)C)CC(F)(F)F Isopropoxycarbonyl 5-[4-[[2-[2-[tert-butoxycarbonyl(2,2,2-trifluoroethyl)amino]-4-pyridyl]oxazole-4-carbonyl]amino]-1-methyl-pyrazol-3-yl]pyridine-3-carboxylate